[N+](=O)([O-])C1=C(C=CC=C1)C(CCCCCCCCCCCCCCCCCCC)O 1-(2-Nitrophenyl)icosan-1-ol